C[Si](C)(C)N([Si](C)(C)C)CCC=1C=C(C=C)C=CC1 3-bis(trimethylsilyl)aminoethylstyrene